CC1(NC(C=2C1=NC(=CC2)NC2=NC=C(C(=O)NC1(CNCC1)CO)C(=C2)N[C@H](CO)C2=CC=CC=C2)=O)C 6-((7,7-dimethyl-5-oxo-6,7-dihydro-5H-pyrrolo[3,4-b]pyridin-2-yl)amino)-4-(((S)-2-hydroxy-1-phenylethyl)amino)-N-(3-(hydroxymethyl)pyrrolidin-3-yl)nicotinamide